Cl.C(C)(C)C=1C2=C(NC1C=1C=C(C=3N(C1)N=CN3)C)SC(=C2C)C2CCNCC2 4-isopropyl-3-methyl-5-(8-methyl-[1,2,4]triazolo[1,5-a]pyridin-6-yl)-2-(piperidin-4-yl)-6H-thieno[2,3-b]pyrrole hydrochloride